C(C)OC1=C(C(=CC(=C1)CN1CCC2(CC(C2)NS(=O)(=O)C2=CC=C(C=C2)OC(F)(F)F)CC1)OCC)C1=CC=C(C=C1)F N-(7-((2,6-diethoxy-4'-fluoro-[1,1'-biphenyl]-4-yl)methyl)-7-azaspiro[3.5]nonan-2-yl)-4-(trifluoromethoxy)benzenesulfonamide